C1(=CC=CC=C1)CCC(\C=C\CCC1=CC=CC=C1)=O (E)-1,7-di(phenyl)hept-4-en-3-one